2-(5-(4-(2-(2-oxa-7-azaspiro[3.5]nonan-7-yl)ethoxy)-2-fluorophenyl)pyridin-2-yl)-N-benzylacetamide C1OCC12CCN(CC2)CCOC2=CC(=C(C=C2)C=2C=CC(=NC2)CC(=O)NCC2=CC=CC=C2)F